C1N(CC12CNC2)C2=CC=C1C=C(N=NC1=C2)C2=C(C=CC=C2)O 2-(7-{2,6-diazaspiro[3.3]heptan-2-yl}cinnolin-3-yl)phenol